(E)-ethyl 4-(4-tert-butylphenyl)-2,2-difluoro-4-thiocyanobut-3-enoate C(C)(C)(C)C1=CC=C(C=C1)\C(=C/C(C(=O)OCC)(F)F)\SC#N